C(C)(C)(C)OC(=O)N1CCCC2=CC(=C(C=C12)[N+](=O)[O-])Br tert-butyl-6-bromo-7-nitro-3,4-dihydroquinoline-1(2H)-carboxylate